N1=CN=C2NC(NC2=C1)=N Purine-8(9H)-imine